N-(2-bromo-6-chlorophenyl)-4-methoxy-2-[p-(4-methyl-1,4-diazepan-1-yl)phenylamino]-5-pyrimidinecarboxamide BrC1=C(C(=CC=C1)Cl)NC(=O)C=1C(=NC(=NC1)NC1=CC=C(C=C1)N1CCN(CCC1)C)OC